6-fluoro-2-methylbenzaldehyde FC1=CC=CC(=C1C=O)C